Methyl 6-(2-fluorophenoxy)-1-methyl-3-vinyl-1H-pyrrolo[2,3-b]pyridine-2-carboxylate FC1=C(OC2=CC=C3C(=N2)N(C(=C3C=C)C(=O)OC)C)C=CC=C1